N-(5-(N-(2,6-dimethylphenyl)sulfamoyl)-6-methoxypyridin-3-yl)-5,6,7,8-tetrahydro-4H-cyclohepta[b]thiophene-3-carboxamide CC1=C(C(=CC=C1)C)NS(=O)(=O)C=1C=C(C=NC1OC)NC(=O)C=1C2=C(SC1)CCCCC2